[1-[[4-(4,4,5,5-tetramethyl-1,3,2-dioxaborolan-2-yl)phenyl]methyl]-4-piperidyl]methanol CC1(OB(OC1(C)C)C1=CC=C(C=C1)CN1CCC(CC1)CO)C